5-(benzo[d]thiazol-5-yloxy)-2-fluorobenzonitrile S1C=NC2=C1C=CC(=C2)OC=2C=CC(=C(C#N)C2)F